C(C)C=1NC=C[N+]1C ethyl-3-methylimidazolium